(2'S,7R)-4-(difluoromethyl)-2,2'-dimethyl-spiro[5H-thieno[2,3-c]pyran-7,4'-piperidine]-4-ol FC(C1(C2=C(SC(=C2)C)[C@@]2(C[C@@H](NCC2)C)OC1)O)F